ClC=1C=C(C=CC1)[C@H](C(=O)N1CC2=C(CCC1)N=C(NC2=O)C2(CC2)C=2C=C(C=CC2)C2=CC(=CC=C2)C#N)O (R)-3'-(1-(6-(2-(3-chlorophenyl)-2-hydroxyacetyl)-4-oxo-4,5,6,7,8,9-hexahydro-3H-pyrimido[5,4-c]azepin-2-yl)cyclopropyl)-[1,1'-biphenyl]-3-carbonitrile